C(C)(C)(C)OC(CCOCCN1CCC(CC1)N1CCC(CC1)C(=O)OCC)=O ethyl 1'-(2-(3-(tert-butoxy)-3-oxopropoxy) ethyl)-[1,4'-bipiperidine]-4-carboxylate